C(C)OC1=C(C=CC(=C1)C1=NC=NC(=C1)NCCN1C(=CC2=C(C=CC=C12)OC)C)C1=NOC(N1)=O 3-(2-Ethoxy-4-{6-[2-(4-methoxy-2-methyl-indol-1-yl)-ethylamino]-pyrimidin-4-yl}-phenyl)-[1,2,4]oxadiazol-5(4H)-one